1-(6-(((1S,3S)-3-((5-Methylpyrazin-2-yl)amino)cyclopentyl)amino)pyridin-3-yl)-1,8-naphthyridin-2(1H)-one CC=1N=CC(=NC1)N[C@@H]1C[C@H](CC1)NC1=CC=C(C=N1)N1C(C=CC2=CC=CN=C12)=O